methyl 5-(2-cyanopropan-2-yl)nicotinate C(#N)C(C)(C)C=1C=NC=C(C(=O)OC)C1